C=C(C(=O)OC=C)CC(=O)OC=C 1,4-divinyl 2-methylene-succinate